4-bromobenzotrifluoride BrC1=CC=C(C=C1)C(F)(F)F